2-(4-(Aminomethyl)-4-methylpiperidin-1-yl)-5-((4-chloro-2-methyl-2H-indazol-5-yl)thio)-3-methylpyrimidin-4(3H)-one formate salt C(=O)O.NCC1(CCN(CC1)C1=NC=C(C(N1C)=O)SC1=C(C2=CN(N=C2C=C1)C)Cl)C